C1(CC1)CN1CC(CCC1)C1=CC=C(C=C1)C1=CC=C(C=C1)F 1-(cyclopropylmethyl)-3-(4'-fluoro-[1,1'-biphenyl]-4-yl)piperidine